COC(C1=C(C=C(C=C1)[N+](=O)[O-])OC1=C(C=C(C=C1)C(C)C)C)=O (4-isopropyl-2-methylphenoxy)-4-nitrobenzoic acid methyl ester